tertbutyl 2-[4-[3-cyano-4-[(1R)-1-(2-pyridyl)ethoxy]pyrazolo[1,5-a]pyridin-6-yl]-3-methyl-pyrazol-1-yl]-7-azaspiro[3.5]nonane-7-carboxylate C(#N)C=1C=NN2C1C(=CC(=C2)C=2C(=NN(C2)C2CC1(C2)CCN(CC1)C(=O)OC(C)(C)C)C)O[C@H](C)C1=NC=CC=C1